methyl N-methylol maleamate C(\C=C/C(=O)NCO)(=O)OC